sulfofluoramine S(=O)(=O)(O)NF